NC1=C(C(=NC=N1)OCC1CCN(CC1)C(\C=C/C)=O)C1=CC=C(C=C1)OC1=CC=CC=C1 (Z)-1-(4-(((6-amino-5-(4-phenoxyphenyl)pyrimidin-4-yl)oxy)methyl)piperidin-1-yl)but-2-en-1-one